S(=O)(=O)(O)O.C1(=CC=CC=C1)O Phenol sulfate salt